N-(((1r,4r)-4-aminocyclohexyl)methyl)-4-(2,2,6,6-tetramethylmorpholino)aniline NC1CCC(CC1)CNC1=CC=C(C=C1)N1CC(OC(C1)(C)C)(C)C